[4-(1-Methylpyrazol-4-yl)-3,4-dihydro-1H-isoquinolin-2-yl]-(1-phenylimidazol-4-yl)methanone CN1N=CC(=C1)C1CN(CC2=CC=CC=C12)C(=O)C=1N=CN(C1)C1=CC=CC=C1